CC=1C=C(C=CC1C)S(=O)(=O)O 3,4-dimethyl-benzenesulfonic acid